CC(C)(C)OC(=O)N1CC[C@H](C1)O (R)-1-N-boc-3-hydroxypyrrolidine